4-(ethylamino)-6-[1-[1-(3-fluoro-1-propanoyl-azetidine-3-carbonyl)-4-piperidyl]-5-methyl-triazol-4-yl]pyrazolo[1,5-a]pyridine-3-carbonitrile C(C)NC=1C=2N(C=C(C1)C=1N=NN(C1C)C1CCN(CC1)C(=O)C1(CN(C1)C(CC)=O)F)N=CC2C#N